C[C@@]1(CN(CCC1)C1=NC(=NC2=C(C(=C(C=C12)F)C1=CC(=CC2=CC=C(C(=C12)C#C[Si](C(C)C)(C(C)C)C(C)C)F)O[Si](C(C)C)(C(C)C)C(C)C)F)F)O (R)-3-methyl-1-(2,6,8-trifluoro-7-((Sa)-7-fluoro-8-((triisopropylsilyl)ethynyl)-3-((triisopropylsilyl)oxy)naphthalen-1-yl)quinazolin-4-yl)piperidin-3-ol